C(C)(=O)C1=CN(C2=C(C=C(C=C12)C=1C=NC(=NC1)C)C)CC(=O)N1[C@@H]2C[C@@]2(C[C@H]1C(=O)NC1=NC(=C(C=C1C)F)Br)C (1R,3S,5R)-2-(2-(3-acetyl-7-methyl-5-(2-methylpyrimidin-5-yl)-1H-indol-1-yl)acetyl)-N-(6-bromo-5-fluoro-3-methylpyridin-2-yl)-5-methyl-2-azabicyclo[3.1.0]hexane-3-carboxamide